S(=O)(=O)([O-])[O-].[Na+].C(C)C(C(C(=O)O)CC)C(=O)O.[Na+] diethyl-succinic acid sodium sulfate